C(CC(C)CCCC(C)CCCC(C)CCCC(C)C)(=O)OC[C@@H](OC(CC(C)CCCC(C)CCCC(C)CCCC(C)C)=O)CO 1,2-di-O-phytanoyl-sn-glycerol